N-[4-[(6,7-dimethoxy-1,5-naphthyridin-4-yl)oxy]-3-fluorophenyl]-5-[(E)-3,3-dimethylbut-1-enyl]-4-hydroxy-6-methylpyridine-3-carboxamide COC=1N=C2C(=CC=NC2=CC1OC)OC1=C(C=C(C=C1)NC(=O)C=1C=NC(=C(C1O)\C=C\C(C)(C)C)C)F